C(C)OC(=C)C=1C(=NC=C(C1)C)CCNC(OC(C)(C)C)=O tert-Butyl (2-(3-(1-ethoxyvinyl)-5-methylpyridin-2-yl)ethyl)carbamate